N-[4-[[(2,6-dimethylphenoxy)acetyl]amino]-3-hydroxy-5-phenyl-1-(phenylmethyl)pentyl]tetrahydro-alpha-(1-methylethyl)-2-oxo-1(2H)-pyrimidineacetamide CC1=C(OCC(=O)NC(C(CC(CC2=CC=CC=C2)NC(C(N2C(NCCC2)=O)C(C)C)=O)O)CC2=CC=CC=C2)C(=CC=C1)C